ClC1=NC2=CC(=C(C=C2C(=N1)NCCN1CCN(CC1)C)OC)OC 2-chloro-6,7-dimethoxy-N-(2-(4-methylpiperazin-1-yl)ethyl)quinazolin-4-amine